C(C)OC(=O)C1OCC(CC1)C(NCC1=NC=CN=C1Cl)=O 5-(((3-Chloropyrazin-2-yl)methyl)carbamoyl)tetrahydro-2H-pyran-2-carboxylic acid ethyl ester